tricarboxyl-phenylboronic acid C(=O)(O)C1=C(C(=C(C=C1)B(O)O)C(=O)O)C(=O)O